1-(6-ethyl-8-fluoro-4-methyl-3-(1-methyl-1H-pyrazol-3-yl)quinolin-2-yl)-N-((3R,4R)-4-fluorotetrahydrofuran-3-yl)piperidin-4-amine C(C)C=1C=C2C(=C(C(=NC2=C(C1)F)N1CCC(CC1)N[C@@H]1COC[C@@H]1F)C1=NN(C=C1)C)C